N-((5-methyl-6-(thiazol-4-ylmethoxy)-1H-indol-2-yl)methyl)pyrrolidine-1-carboxamide CC=1C=C2C=C(NC2=CC1OCC=1N=CSC1)CNC(=O)N1CCCC1